5-(3,3-difluoroazetidin-1-yl)-2-((4-(4,4,5,5-tetramethyl-1,3,2-dioxaborolan-2-yl)-1H-pyrazol-1-yl)methyl)pyrimidine FC1(CN(C1)C=1C=NC(=NC1)CN1N=CC(=C1)B1OC(C(O1)(C)C)(C)C)F